COC=1C(=CC(=NC1)C(=O)NCC1=CC(=CC=C1)CC(=O)NC)\C=C\[C@@H]1CC[C@H](CC1)C(F)(F)F 5-methoxy-N-(3-(2-(methylamino)-2-oxoethyl)benzyl)-4-((E)-2-(trans-4-(trifluoromethyl)cyclohexyl)vinyl)pyridinecarboxamide